C1(CC1)OC1=CC2=C(NC[C@H]3N(C2=O)CC2(CC2)C3)C=C1O (S)-7-cyclopropyloxy-8-hydroxy-1,10,11,11a-tetrahydro-3H,5H-spiro[benzo[e]pyrrolo[1,2-a][1,4]diazepin-2,1'-cyclopropane]-5-one